N1(CCCCC1)C1CCN(CC1)C1CCN(CC1)C1=C(C=NC2=CC=C(C=C12)SC)S(=O)(=O)C1=CC=C(C=C1)OCCCC 4-([1,4':1',4''-terpiperidin]-1''-yl)-3-((4-butoxyphenyl)sulfonyl)-6-(methylthio)quinoline